FC=1C=C(C=C(C1)F)[C@H]1N(OCC1)C(=O)[C@@H]1CC[C@H](CC1)CN1N=CC2=C(C=C(C=C12)C#N)F trans-1-((4-((S)-3-(3,5-difluorophenyl)isoxazolidine-2-carbonyl)cyclohexyl)methyl)-4-fluoro-1H-indazole-6-carbonitrile